ClC1=C(C(=CC=C1)Cl)N1CC(C1)C1=CC(=C(CN2CC(C2)C(=O)OC)C(=C1)C)C methyl 1-(4-(1-(2,6-dichlorophenyl)azetidin-3-yl)-2,6-dimethylbenzyl)-azetidine-3-carboxylate